2-(3-isoquinolyl)-ethyl propionate C(CC)(=O)OCCC=1N=CC2=CC=CC=C2C1